C(C)(C)(C)OC(=O)N(C(OC(C)(C)C)=O)C1=C(C=2C(CC[C@@H](C2C=C1)C)=O)C#N tert-butyl (S)-(tert-butoxycarbonyl)(1-cyano-5-methyl-8-oxo-5,6,7,8-tetrahydronaphthalen-2-yl)carbamate